[N].[N].[B].[B].ClC(C(=O)NC1=CC(=NC=C1NC[C@H]1OCC1)C#N)C 2-chloro-N-(2-cyano-5-((((S)-oxetan-2-yl)methyl)amino)pyridin-4-yl)propanamide diboron dinitrogen